(1S,3S,5R)-5-(hydroxymethyl)-2-((4-phenoxybenzoyl)glycyl)-2-azabicyclo[3.1.0]-hexane-3-carboxylic acid OC[C@@]12C[C@H](N([C@H]2C1)C(CNC(C1=CC=C(C=C1)OC1=CC=CC=C1)=O)=O)C(=O)O